N-(1-(azetidin-1-ylmethyl)cyclopropyl)-1-(4-chlorophenoxy)cyclopropane-1-carboxamide N1(CCC1)CC1(CC1)NC(=O)C1(CC1)OC1=CC=C(C=C1)Cl